2-(6-{[(1R,2R)-2-hydroxycyclohexyl]amino}-4,5-dimethylpyridazin-3-yl)-5-(trifluoromethyl)phenol monohydrochloride Cl.O[C@H]1[C@@H](CCCC1)NC1=C(C(=C(N=N1)C1=C(C=C(C=C1)C(F)(F)F)O)C)C